C12CCC(CC1)N2C2=CC1=C(C(=N2)CO)CNC1=O 6-(7-azabicyclo[2.2.1]heptan-7-yl)-4-(hydroxymethyl)-2,3-dihydro-1H-pyrrolo[3,4-c]pyridin-1-one